C(C(O)CO)OCC(O)CO glyceryl glyceryl ether